CC1(NC2=CC=C(C=C2C1)C1SC2=CC(=CC=C2C(=C1)C1=CC=C(C=C1)O[C@@H]1CN(CC1)CCCF)O)C (2,2-Dimethylindolin-5-yl)-4-[4-[(3S)-1-(3-fluoropropyl)pyrrolidin-3-yl]oxyphenyl]-2H-thiochromen-7-ol